(S)-5-((((6-(2-chloro-2'-methyl-3'-((2-methylpyrido[3,2-d]pyrimidin-4-yl)amino)-[1,1'-biphenyl]-3-yl)-2-ethylpyridin-3-yl)methyl)amino)methyl)pyrrolidin-2-one ClC1=C(C=CC=C1C1=CC=C(C(=N1)CC)CNC[C@@H]1CCC(N1)=O)C1=C(C(=CC=C1)NC=1C2=C(N=C(N1)C)C=CC=N2)C